2-(3,5-Difluoropyridin-4-yl)propan-2-amine FC=1C=NC=C(C1C(C)(C)N)F